1-[5-tert-butyl-2-p-tolyl-2H-pyrazol-3-yl]-3-[4-(2-(morpholin-4-yl)-1-methylethoxy)naphthalen-1-yl]-urea C(C)(C)(C)C=1C=C(N(N1)C1=CC=C(C=C1)C)NC(=O)NC1=CC=C(C2=CC=CC=C12)OC(CN1CCOCC1)C